methylsulfinylglycoyl-N6-[(4-isothiocyanatophenyl)thiocarbamoyl]-L-lysine CS(=O)NCC(=O)N[C@@H](CCCCNC(NC1=CC=C(C=C1)N=C=S)=S)C(=O)O